2-morpholinoethyl (S)-3-hydroxy-2-(1-hydroxy-7-methyl-1,3-dihydrobenzo[c][1,2]oxaborole-6-carboxamido)-3-methylbutanoate OC([C@@H](C(=O)OCCN1CCOCC1)NC(=O)C=1C=CC2=C(B(OC2)O)C1C)(C)C